Tert-Butyl 2-(chloromethyl)-6-methoxy-1H-indole-1-carboxylate ClCC=1N(C2=CC(=CC=C2C1)OC)C(=O)OC(C)(C)C